4-hydroxy-4-(5H-imidazo[5,1-a]isoindol-5-yl)cyclohexane-1-carbonitrile OC1(CCC(CC1)C#N)C1N2C(C3=CC=CC=C13)=CN=C2